ethyl 2-[(5-bromo-1-[[2-(trimethylsilyl)ethoxy]methyl]pyrrolo[2,3-b]pyridin-6-yl)methoxy]acetate BrC=1C=C2C(=NC1COCC(=O)OCC)N(C=C2)COCC[Si](C)(C)C